3-(2-aminoethyl)-N-[4-[4-[6-chloro-4-(trifluoromethyl)-2-pyridinyl]piperazin-1-yl]sulfonylphenyl]benzamide NCCC=1C=C(C(=O)NC2=CC=C(C=C2)S(=O)(=O)N2CCN(CC2)C2=NC(=CC(=C2)C(F)(F)F)Cl)C=CC1